Methyl-4-[(1S)-1-{[8-(2,2-dimethylpropyl)-7-oxo-pyrido[2,3-d]pyrimidin-2-yl]amino}ethyl]benzoat COC(C1=CC=C(C=C1)[C@H](C)NC=1N=CC2=C(N1)N(C(C=C2)=O)CC(C)(C)C)=O